C(C)(C)(C)OC(=O)N1CC(C1)C1=C(C=C2C(=NC(=NC2=C1)C)[C@H](C)C1=C(C(=CC=C1)C(C(C)(C)O)(F)F)F)OCCOC (R)-3-(4-(1-(3-(1,1-difluoro-2-hydroxy-2-methylpropyl)-2-fluorophenyl)ethyl)-6-(2-methoxyethoxy)-2-methylquinazolin-7-yl)azetidine-1-carboxylic acid tert-butyl ester